NCCC1=CC=C(C=C1)C1=C(C=C(C#N)C=C1)OC1=CN=NC(=C1)N1CCOCC1 4-[4-(2-aminoethyl)phenyl]-3-(6-morpholin-4-ylpyridazin-4-yl)oxybenzonitrile